CN([C@@H]1C[C@@H](CC1)NC(OC(C)(C)C)=O)C1=CC=C(C=C1)C(F)(F)F tert-butyl ((1R,3S)-3-(methyl (4-(trifluoromethyl)-phenyl) amino) cyclopentyl)-carbamate